tungsten (0) tetracarbonyl-(1,5-cyclooctadiene) C(=O)=C1C(C=CC(C(C=C1)=C=O)=C=O)=C=O.[W]